2-[(6-methoxy-4-phenylquinolin-2-yl)(methyl)amino]acetic acid COC=1C=C2C(=CC(=NC2=CC1)N(CC(=O)O)C)C1=CC=CC=C1